NC1=NC=CC=2N1C(=NC2[C@H]2CN(CC2)C(C=C)=O)C2=CC=C(C=C2)OC2=NC=CC=C2 (R)-1-(3-(5-amino-3-(4-(pyridin-2-yloxy)phenyl)imidazo[1,5-c]pyrimidin-1-yl)pyrrolidin-1-yl)prop-2-en-1-one